(R)-N'-((1,2,3,6,7,8-hexahydro-as-indacen-4-yl)carbamoyl)-2-(2-hydroxy-propan-2-yl)thiazole-5-sulfonimidamide C1CCC2=C(C=C3CCCC3=C12)NC(=O)N=[S@](=O)(N)C1=CN=C(S1)C(C)(C)O